(Z)-2-(2-aminothiazol-4-yl)-2-methoxycarbonylmethoxyiminothioacetic acid NC=1SC=C(N1)/C(/C(=S)O)=N/OCC(=O)OC